(5S)-8,9-dichloro-7-(2,6-difluorophenyl)-2,5-dimethyl-5H-pyrimido[1,2-a][1,4]benzodiazepine-3-One ClC1=C(C=CC2=C1C(=N[C@H](C=1N2C=C(C(N1)=O)C)C)C1=C(C=CC=C1F)F)Cl